(1R,2R)-N-(7-chloro-6-(cis-4-(3-fluoroazetidin-1-yl)cyclohexyl)isoquinolin-3-yl)-2-(1-methyl-1H-pyrazol-4-yl)cyclopropane-1-carboxamide ClC1=C(C=C2C=C(N=CC2=C1)NC(=O)[C@H]1[C@@H](C1)C=1C=NN(C1)C)[C@@H]1CC[C@@H](CC1)N1CC(C1)F